N-hydroxymethyl-3-dimethoxyphosphono-propionamide OCNC(CCP(=O)(OOC)OOC)=O